2-((propylamino)methyl)benzoic acid C(CC)NCC1=C(C(=O)O)C=CC=C1